FC1=CC(=C(NC[C@@H]2C[C@H](C2)C(=O)OC)C=C1)[N+](=O)[O-] methyl trans-3-[(4-fluoro-2-nitro-anilino)methyl]cyclobutanecarboxylate